C1(CCCC1)S(=O)C=1C=C(C(=O)O)C=CC1 3-(cyclopentylsulfinyl)benzoic acid